5-(4-((3-ethyl-5-fluoro-2-oxo-1,2,3,4-tetrahydroquinazolin-7-yl)methyl)piperazin-1-yl)-6-chloro-N-ethylpyridinecarboxamide C(C)N1C(NC2=CC(=CC(=C2C1)F)CN1CCN(CC1)C=1C=CC(=NC1Cl)C(=O)NCC)=O